5-(6-cyclopropyl-5-(morpholin-2-ylmethylamino)pyridazin-3-ylamino)pyrazine-2-carbonitrile C1(CC1)C1=C(C=C(N=N1)NC=1N=CC(=NC1)C#N)NCC1CNCCO1